C(C1=CC=CC=C1)N[C@H](CO)CCOC (S)-2-(benzylamino)-4-methoxybutan-1-ol